butyl 3-iodo-1H-pyrrolo[2,3-b]pyridine-1-carboxylate IC1=CN(C2=NC=CC=C21)C(=O)OCCCC